C(CCC)C1=NC2=C3N=C(C=CC3=CC=C2C=C1)CCCC 2,9-dibutyl-1,10-phenanthroline